FC1=CC=C(OC=2C=NC(=NC2)N2CCC(CC2)C(=O)NC2(CCN3CCC2CC3)C)C=C1 1-(5-(4-fluorophenoxy)pyrimidin-2-yl)-N-(4-methyl-1-azabicyclo[3.2.2]non-4-yl)piperidine-4-carboxamide